methyl 2-((1-(3-(tert-butoxy)-3-oxopropyl)-5-nitro-1H-indol-2-yl)methyl)-1,2-dimethylhydrazine-1-carboxylate C(C)(C)(C)OC(CCN1C(=CC2=CC(=CC=C12)[N+](=O)[O-])CN(N(C(=O)OC)C)C)=O